4-[4-[[3-[1-(cyanomethyl)-3-(trifluoromethyl)pyrazol-4-yl]imidazo[1,2-a]pyrazin-8-yl]amino]-2-methylbenzoyl]-N-[(3R,4R)-4-hydroxypyrrolidin-3-yl]piperazine-1-carboxamide C(#N)CN1N=C(C(=C1)C1=CN=C2N1C=CN=C2NC2=CC(=C(C(=O)N1CCN(CC1)C(=O)N[C@@H]1CNC[C@H]1O)C=C2)C)C(F)(F)F